C(C)S(=O)(=O)C=1C(=NN2C1C=CC(=C2)C(F)(F)F)NCC2=NC=C(C=C2C(=O)OCC)C(F)(F)F ethyl 2-[[[3-ethylsulfonyl-6-(trifluoromethyl)pyrazolo[1,5-a]pyridin-2-yl]amino]methyl]-5-(trifluoromethyl)pyridine-3-carboxylate